N-(3-aminopropyl)-6-[[2-chloro-6-[4-[4-[(4R)-4-amino-2-oxo-pyrrolidin-1-yl]phenyl]sulfonylpiperazin-1-yl]-4-pyridyl]-difluoro-methyl]bicyclo[3.1.0]hexane NCCCN1C(C=C(C=C1N1CCN(CC1)S(=O)(=O)C1=CC=C(C=C1)N1C(C[C@H](C1)N)=O)C(C1C2CCCC12)(F)F)Cl